C(C)O[C@H](C)[C@]1(CN(CC1)C(C)(CC)C=1C=CC(NC1)(C(C(CC(=O)[O-])(O)C(=O)[O-])C(=O)[O-])C)CCC=1SC(=CC1)F |o1:3,5| 5-(2-((R or S)-3-((R or S)-1-ethoxyethyl)-3-(2-(5-fluorothiophen-2-yl)ethyl) pyrrolidin-1-yl)butan-2-yl)-2-methylpyridinecitrate